F[C@@H]1CN(C[C@H]1F)C(=O)C1=CC=C(C=C1)NC1=NC=C(C(=N1)NCC=1C(=NC=CC1)N(S(=O)(=O)C)C)C(F)(F)F N-{3-[({2-[(4-{[(3R,4R)-3,4-difluoropyrrolidin-1-yl]carbonyl}phenyl)amino]-5-(trifluoromethyl)pyrimidin-4-yl}amino)methyl]pyridin-2-yl}-N-methylmethane-sulfonamide